2-(2-((1r,4r)-4-methoxycyclohexyl)-2H-pyrazolo[3,4-b]pyridin-6-yl)-3-methyl-5-(trifluoromethyl)phenol COC1CCC(CC1)N1N=C2N=C(C=CC2=C1)C1=C(C=C(C=C1C)C(F)(F)F)O